2'-O-Methyladenosine-5'-Triphosphate P(O)(=O)(OP(=O)(O)OP(=O)(O)O)OC[C@@H]1[C@H]([C@H]([C@@H](O1)N1C=NC=2C(N)=NC=NC12)OC)O